3-(methoxycarbonyl)-2-methylpyridine 1-oxide COC(=O)C=1C(=[N+](C=CC1)[O-])C